2-(1-(3-methylbutanoyl)piperidin-4-ylamino)-4-(tetrahydro-2H-pyran-4-ylamino)pyrimidine-5-carboxamide CC(CC(=O)N1CCC(CC1)NC1=NC=C(C(=N1)NC1CCOCC1)C(=O)N)C